FC(C(=O)[O-])(F)F.COC=1C=C(\C=C\2/CC(C\C(\C2=O)=C/C2=CC(=C(C=C2)OC)OC)NS(=O)(=O)CCC[NH3+])C=CC1OC 3-(N-(3,5-Bis((E)-3,4-dimethoxybenzylidene)-4-oxocyclohexyl)sulfamoyl)propan-1-aminium trifluoroacetate